C1(CCC1)SC1=CC=CC(=N1)C1=CC(=C(C(=C1)F)N1CCC(CC1)CC(=O)O)F 2-[1-[4-(6-cyclobutylsulfanyl-2-pyridyl)-2,6-difluoro-phenyl]-4-piperidinyl]acetic acid